CN(C=1C(=C(C=CC1)N(C)C)C1=CC=CC=C1)C N2,N2,N6,N6-tetramethyl-[1,1'-biphenyl]-2,6-diamine